Cl.FC(C=1C=C(C=C(C1)C(F)(F)F)CCN)(F)F 2-(3,5-bis(trifluoromethyl)phenyl)ethan-1-amine HCl salt